4-(1-methyl-2-oxo-2,3-dihydro-1H-imidazo[4,5-b]pyridin-6-yl)benzoic acid CN1C(NC2=NC=C(C=C21)C2=CC=C(C(=O)O)C=C2)=O